Aminopropyl phosphate P(=O)(OCCCN)([O-])[O-]